C(OCC[C@@H]1N(S(OC1)(=O)=O)C(=O)OC(C)(C)C)([2H])([2H])[2H] tert-butyl (4S)-4-[2-(2H3)methoxyethyl]-2,2-dioxo-1,2lambda6,3-oxathiazolidine-3-carboxylate